NC=1C=C(C(=O)OC)C=C(C1OC)C#CC1=C(C=C(C=C1)OCC=1C(=NOC1C1CC1)C1=C(C=CC=C1Cl)Cl)Cl methyl 3-amino-5-((2-chloro-4-((5-cyclopropyl-3-(2,6-dichlorophenyl) isoxazol-4-yl) methoxy) phenyl) ethynyl)-4-methoxybenzoate